2-fluoro-4-(4-(6-(2-(2-(tritylamino)ethoxy)ethoxy)quinolin-2-yl)-1H-1,2,3-triazol-1-yl)phenol FC1=C(C=CC(=C1)N1N=NC(=C1)C1=NC2=CC=C(C=C2C=C1)OCCOCCNC(C1=CC=CC=C1)(C1=CC=CC=C1)C1=CC=CC=C1)O